2-morpholinoethanesulphonic acid O1CCN(CC1)CCS(=O)(=O)O